(S)-2-amino-3-(2,3-dihydro-1H-inden-2-yl)propionic acid N[C@H](C(=O)O)CC1CC2=CC=CC=C2C1